(3,3-difluorocyclopentyl) N-[4-chloro-2-[[(1S)-3-(methylamino)-1-[[(3S,5R)-5-methyl-2-oxo-pyrrolidin-3-yl]methyl]-2,3-dioxo-propyl]carbamoyl]phenyl]carbamate ClC1=CC(=C(C=C1)NC(OC1CC(CC1)(F)F)=O)C(N[C@H](C(C(=O)NC)=O)C[C@H]1C(N[C@@H](C1)C)=O)=O